rel-2-((2R,5S)-2-(3-(1-acetylpiperidin-4-yl)phenyl)-5-methylpiperidin-1-yl)-N-(6-amino-5-methylpyridin-3-yl)-2-oxoacetamide C(C)(=O)N1CCC(CC1)C=1C=C(C=CC1)[C@@H]1N(C[C@H](CC1)C)C(C(=O)NC=1C=NC(=C(C1)C)N)=O |o1:15,18|